[Ti].[Ca].[Ba].COC=1C=C(CC(OC=2C=CC=C(C2)N(C)C)OC(=O)NCC2=CC=C(C=C2)N(C)C)C=CC1 5-[(3-methoxybenzyl)(4-dimethylaminobenzyl)aminocarbonyloxymethoxy]dimethylaminobenzene Barium calcium titanium